4-Methoxy-2-(4-phenylbut-3-en-2-yl)pyridine tert-butyl-(S)-4-(5-fluoropyrimidin-2-yl)-2-methylpiperazine-1-carboxylate C(C)(C)(C)OC(=O)N1[C@H](CN(CC1)C1=NC=C(C=N1)F)C.COC1=CC(=NC=C1)C(C)C=CC1=CC=CC=C1